N1(N=NC=C1)C1=NC=CC(=N1)COC1=CC=C(C=C1)C(C)(C)C1=CC=C(OCCCNC=2C=C3C(N(C(C3=CC2)=O)C2C(NC(CC2)=O)=O)=O)C=C1 5-((3-(4-(2-(4-((2-(1H-1,2,3-triazol-1-yl)pyrimidin-4-yl)methoxy)phenyl)propan-2-yl)phenoxy)propyl)amino)-2-(2,6-dioxopiperidin-3-yl)isoindolin-1,3-dione